7-fluoro-3-(2-(isobutyl(isopropyl)amino)ethyl)-1H-indol-5-ol FC=1C=C(C=C2C(=CNC12)CCN(C(C)C)CC(C)C)O